5-[6-(methylcarbamoyl)pyridin-3-yl]-2,5-diazabicyclo[4.1.0]Heptane CNC(=O)C1=CC=C(C=N1)N1CCNC2CC12